N-(4-(4-((3-(2,6-dioxopiperidin-3-yl)benzyl)(methyl)amino)piperidin-1-yl)-3-(trifluoromethyl)phenyl)-3-(imidazo[1,2-b]pyridazin-3-ylethynyl)-4-methylbenzamide O=C1NC(CCC1C=1C=C(CN(C2CCN(CC2)C2=C(C=C(C=C2)NC(C2=CC(=C(C=C2)C)C#CC2=CN=C3N2N=CC=C3)=O)C(F)(F)F)C)C=CC1)=O